(S)-6-(((6-fluoro-2-methylpyridin-3-yl)(1-((1-methylcyclopropyl)methyl)-1H-1,2,3-triazol-4-yl)methyl)amino)-4-(neopentylamino)quinoline-3,8-dicarbonitrile FC1=CC=C(C(=N1)C)[C@@H](C=1N=NN(C1)CC1(CC1)C)NC=1C=C2C(=C(C=NC2=C(C1)C#N)C#N)NCC(C)(C)C